N-(4-((5-isopropyl-6-methoxypyridin-3-yl)methyl)-3,5-dimethylphenyl)acetamide C(C)(C)C=1C=C(C=NC1OC)CC1=C(C=C(C=C1C)NC(C)=O)C